NCCCCNC(=O)C1=NC2=CC=CC=C2C(N1CC1=CC=C(C=C1)Br)=O N-(4-Aminobutyl)-3-(4-bromobenzyl)-4-oxo-3,4-dihydroquinazoline-2-carboxamide